bicyclo[3.2.1]Octane hydroxide [OH-].C12CCCC(CC1)C2